tert-butyl (S)-(2-(2-(2-amino-5-bromobenzamido)-3-phenylpropanamido)ethyl)carbamate NC1=C(C(=O)N[C@H](C(=O)NCCNC(OC(C)(C)C)=O)CC2=CC=CC=C2)C=C(C=C1)Br